C(C)C1=NNC(C=2N1N=CC2)=O 7-ethylpyrazolo[1,5-d][1,2,4]triazin-4(5H)-one